CN1C(=NN=C1C)CNC(=O)CN1C(=NC2=C3CC[C@@H](NC3=CC=C21)C)CCN2N=CC=C2 (7S)-3-({[(4,5-Dimethyl-4H-1,2,4-triazol-3-yl)methyl]carbamoyl}methyl)-7-methyl-2-[2-(1H-pyrazol-1-yl)ethyl]-3H,6H,7H,8H,9H-imidazo[4,5-f]chinolin